[Cu].NC1=NC=C(C2=C1C=NN2COCC[Si](C)(C)C)NC(C(N2[C@H](CC[C@@H](C2)C)C2=CC1=CN(N=C1C=C2)C)=O)=O N-[4-amino-1-(2-trimethylsilylethoxymethyl)pyrazolo[4,3-c]pyridin-7-yl]-2-oxo-2-[(2R,5S)-5-methyl-2-(2-methylindazol-5-yl)-1-piperidyl]acetamide Copper